4-{[(2S)-4-{5-[(3RS)-2,6-dioxopiperidin-3-yl]Pyridin-2-yl}-2-methylpiperazin-1-yl]Methyl}piperidine-1-carboxylic acid tert-butyl ester C(C)(C)(C)OC(=O)N1CCC(CC1)CN1[C@H](CN(CC1)C1=NC=C(C=C1)[C@@H]1C(NC(CC1)=O)=O)C |&1:26|